C(C)C1=C(C=CC(=C1)C1(CC(=C(C2=CC=CC=C12)NC(C(F)(F)F)=O)\N=N\[H])S(=O)(=O)O)C1=C(C=C(C=C1)C1(CC(=C(C2=CC=CC=C12)NC(C(F)(F)F)=O)\N=N\[H])S(=O)(=O)O)CC 1,1'-(2,2'-diethyl[1,1'-biphenyl]-4,4'-diyl)bis{4-trifluoroacetylamino-3-[(E)-diazenyl]naphthalene-1-sulfonic acid}